(R)-4-(2-hydroxy-5-methylphenyl)-5-methyl-caproic acid calcium salt [Ca+2].OC1=C(C=C(C=C1)C)[C@H](CCC(=O)[O-])C(C)C.OC1=C(C=C(C=C1)C)[C@H](CCC(=O)[O-])C(C)C